CC=1OC=2C(=NC=CC2)N1 methyloxazolo[4,5-b]pyridin